1-(3-(2-(3-hydroxynaphthalen-1-yl)-1H-indol-5-yl)azetidin-1-yl)prop-2-en-1-one OC=1C=C(C2=CC=CC=C2C1)C=1NC2=CC=C(C=C2C1)C1CN(C1)C(C=C)=O